Cl.O=C1NC2=CC=CC=C2C(=C1)N1CCC(CC1)(C1=CC=CC=C1)CNS(=O)(=O)N N-((1-(2-oxo-1,2-dihydroquinolin-4-yl)-4-phenylpiperidin-4-yl)methyl)sulfamide hydrochloride